S1C=NC2=C1C=CC(=C2)[C@@H]2N(C[C@H](N(C2)C(=O)OC(C)(C)C)C)C(=O)OC(C)(C)C |r| ditert-butyl rac-(2S,5R)-2-(1,3-benzothiazol-5-yl)-5-methyl-piperazine-1,4-dicarboxylate